4-(6-chloropyridin-3-yl)-3,5-dimethylisoxazole ClC1=CC=C(C=N1)C=1C(=NOC1C)C